3,5-dibromo-2-(4-methoxybenzylamino)-4-(5-methyl-1,2,4-oxadiazol-3-yl)pyridine BrC=1C(=NC=C(C1C1=NOC(=N1)C)Br)NCC1=CC=C(C=C1)OC